NC=1C2=C(N=CN1)N(C1=C2C=C(C(=N1)C)C=C)C=1C(=C(C=CC1C)O)C 3-(4-amino-7-methyl-6-vinyl-9H-pyrido[3',2':4,5]pyrrolo[2,3-d]pyrimidin-9-yl)-2,4-dimethylphenol